C(C)N1[C@H]([C@H](CCC1)C1=CC=2C(=NC=CC2NC=2C(=CC3=C(N=CS3)C2)F)S1)C N-(2-((2S,3S)-1-ethyl-2-methylpiperidin-3-yl)thieno[2,3-b]pyridin-4-yl)-6-fluorobenzo[d]thiazol-5-amine